4-(2-((2,6-dimethylpyrimidin-4-yl)amino)pyrazolo[1,5-a]pyridin-5-yl)-6-methylpyridin-3-ol CC1=NC(=CC(=N1)NC1=NN2C(C=C(C=C2)C2=C(C=NC(=C2)C)O)=C1)C